C1(=CC=CC=C1)CCCO γ-Phenylpropanol